CC1=NC=CC(=N1)N methyl-pyrimidin-4-amine